N[C@@H](CCC)C(=O)O (+)-norvaline